L(+)-Lysine N[C@@H](CCCCN)C(=O)O